OB1OC(C2=C1C=CC(=C2)C2(NC=C(C(=N2)NC2=CC=CC=C2)C)N)C 2-(1-hydroxy-3-methyl-3H-2,1-benzoxaborole-5-yl)-5-methyl-N4-phenyl-pyrimidine-2,4-diamine